(4-chloro-2-fluorophenyl)-2,3-dimethyl-6-[(2R)-2-(2-methylpyridin-4-yl)morpholin-4-yl]-3h,4h-pyrimido[5,4-d][1,3]diazin-4-one ClC1=CC(=C(C=C1)C1=NC(=NC2=C1N=C(N(C2=O)C)C)N2C[C@H](OCC2)C2=CC(=NC=C2)C)F